FC(C=1C(=C(C=CC1)[C@@H](C)NC=1C2=C(N=C(N1)C)C(N(C(=C2)C=2CCOCC2)C)=O)F)F (R)-4-((1-(3-(difluoromethyl)-2-fluorophenyl)ethyl)amino)-6-(3,6-dihydro-2H-pyran-4-yl)-2,7-dimethylpyrido[3,4-d]pyrimidin-8(7H)-one